NC1=NC=C(C2=C1C(=C(S2)C2=C(C=C(C=C2)NC(C(=C)C)=O)F)C2=CC(=C(C=C2)OC2=NC=CC(=N2)C)Cl)C=2C=NN(C2)C N-(4-(4-amino-3-(3-chloro-4-((4-methylpyrimidin-2-yl)oxy)phenyl)-7-(1-methyl-1H-pyrazol-4-yl)thieno[3,2-c]pyridin-2-yl)-3-fluorophenyl)methacrylamide